(E)-1-(3-(4-((2-chlorobenzyl)oxy)-3-methoxyphenyl)acrylamido)cyclohexane-1-carboxylic acid ClC1=C(COC2=C(C=C(C=C2)/C=C/C(=O)NC2(CCCCC2)C(=O)O)OC)C=CC=C1